O=S1(CC2(C1)CC(C2)NC2=NC=CC(=N2)C2=C(N=C(S2)C2(CC2)C(F)(F)F)C=2C(=C(C=CC2)NS(=O)(=O)C2=C(C=CC=C2F)F)F)=O N-(3-(5-(2-((2,2-dioxido-2-thiaspiro[3.3]heptan-6-yl)amino)-pyrimidin-4-yl)-2-(1-(trifluoromethyl)cyclopropyl)thiazol-4-yl)-2-fluorophenyl)-2,6-difluorobenzenesulfonamide